6-(2-(hydroxyprop-2-yl)pyridin-2-yl)-6-(methylsulfinyl)-1,2-dihydro-3H-pyrazolo[3,4-d]pyrimidin-3-one OCC(C)C1(NC=CC=C1)C1(NC=C2C(=N1)NNC2=O)S(=O)C